ethyl 2-{5'-fluoro-7-methoxy-1'-methyl-[4,6'-biindazol]-1-yl}acetate FC=1C=C2C=NN(C2=CC1C=1C=2C=NN(C2C(=CC1)OC)CC(=O)OCC)C